tripropylene glycol isopentyl methyl ether COCC(OCC(OCC(C)OCCC(C)C)C)C